CC1=C2C(=CNC2=C(C=C1)[N+](=O)[O-])CCN 2-(4-methyl-7-nitro-1H-indol-3-yl)ethylamine